(2-methoxy-5-(5-methylpyridin-2-yl)phenyl)glycine COC1=C(C=C(C=C1)C1=NC=C(C=C1)C)NCC(=O)O